5-cyclobutyl-2-({6-ethenylimidazo[1,2-a]pyridin-2-yl}methyl)-1,2-dihydro-2,7-naphthyridin-1-one C1(CCC1)C1=C2C=CN(C(C2=CN=C1)=O)CC=1N=C2N(C=C(C=C2)C=C)C1